(R/S)-tert-butyl N-(2-[[(3-[1,4-dioxaspiro[4.5]dec-8-yl]-1-(oxacyclohex-2-yl)-1H-pyrazol-4-yl) methyl] (methyl) amino] ethyl)-N-methylcarbamate O1CCOC12CCC(CC2)C2=NN(C=C2CN(CCN(C(OC(C)(C)C)=O)C)C)[C@@H]2OCCCC2 |r|